(1-(cyclohex-1-en-1-yl)-2-oxo-1,2,3,4-tetrahydroquinolin-3-yl)carbamic acid tert-butyl ester C(C)(C)(C)OC(NC1C(N(C2=CC=CC=C2C1)C1=CCCCC1)=O)=O